methyl 4-[4-amino-6-(5-chloro-2-fluorophenyl)pyridazin-3-yl]morpholine-2-carboxylate NC1=C(N=NC(=C1)C1=C(C=CC(=C1)Cl)F)N1CC(OCC1)C(=O)OC